[K+].COC1=CC=C(CN2C(C3=CC=CC=C3C2=O)(C(=O)[O-])CC=O)C=C1 2-(4-methoxybenzyl)-3-oxo-1-(2-oxoethyl)isoindoline-1-carboxylate Potassium